1-(5-fluorothien-2-yl)ethan-1-one FC1=CC=C(S1)C(C)=O